(5-(((trans)-2-(3-(4-methylpyrimidin-2-yl)azetidin-1-yl)cyclohexyl)oxy)-1-oxoisoindolin-2-yl)piperidine-2,6-dione CC1=NC(=NC=C1)C1CN(C1)[C@H]1[C@@H](CCCC1)OC=1C=C2CN(C(C2=CC1)=O)N1C(CCCC1=O)=O